N-ethyl-5-fluoro-2-(3-methyl-6-{1-[(3S)-2-methyl-6-(4-methylpiperazin-1-yl)hexan-3-yl]azetidin-3-yl}-[1,2,4]triazolo[4,3-a]pyridin-8-yl)-N-(isopropyl)benzamide C(C)N(C(C1=C(C=CC(=C1)F)C=1C=2N(C=C(C1)C1CN(C1)[C@H](C(C)C)CCCN1CCN(CC1)C)C(=NN2)C)=O)C(C)C